ethyl 3-chloro-1-(2-(3-fluoro-5-(trifluoromethyl) benzyl) pyridin-4-yl)-1H-pyrazole-4-carboxylate ClC1=NN(C=C1C(=O)OCC)C1=CC(=NC=C1)CC1=CC(=CC(=C1)C(F)(F)F)F